3-(6-(hydroxyethyl)pyrimidin-4-yl)imidazole OCCC1=CC(=NC=N1)N1C=NC=C1